N-(4-((6-cyclopropyl-7-methoxyquinolin-4-yl)oxy)-3,5-difluorophenyl)-4-methoxynicotinamide C1(CC1)C=1C=C2C(=CC=NC2=CC1OC)OC1=C(C=C(C=C1F)NC(C1=CN=CC=C1OC)=O)F